[K].C(C1=CC(O)=C(O)C(O)=C1)(=O)OCCC propyl gallate potassium salt